ClC1=CC=C(OCC2=NN=C(O2)SC=2C(=NC=CN2)C#N)C=C1 3-[[5-[(4-chlorophenoxy)methyl]-1,3,4-oxadiazol-2-yl]sulfanyl]pyrazine-2-carbonitrile